C(C)(C)(C)[S@@](=O)N[C@@H](C)C1=C(C2=NC(=CC(=C2S1)N(C(OC(C)(C)C)=O)CC=1OC=CC1)Cl)C tert-butyl (2-((S)-1-(((R)-tert-butylsulfinyl)amino)ethyl)-5-chloro-3-methylthieno[3,2-b]pyridin-7-yl)(furan-2-ylmethyl)carbamate